O=C1C=CC(=NN1C1=CC(=CC=C1)C(=O)N1CCCC1)C(=O)N 6-oxo-1-[3-(pyrrolidine-1-carbonyl)phenyl]pyridazine-3-carboxamide